ClC=1C=CC(=C(C1)S(=O)(=O)N1CCC2=C(C=C(C=C12)C(=O)NC1=CC=C(C(=O)O)C=C1)OC)OC 4-{[1-(5-Chloro-2-methoxy-benzenesulfonyl)-4-methoxy-2,3-dihydro-1H-indole-6-carbonyl]-amino}-benzoic acid